ClCC(COC1=C(C=C(C=C1Cl)C(C)(C)C1=CC=C(C=C1)OCC(COC)O)Cl)O 1-chloro-3-(2,6-dichloro-4-(2-(4-(2-hydroxy-3-methoxypropoxy)phenyl)propan-2-yl)phenoxy)propan-2-ol